CN1CCC(CC1)NC(=O)C1OCCC1 N-(1-methylpiperidin-4-yl)oxolane-2-carboxamide